C(C)(C)N1C(=NN=C1)C=1C=C(N)C=CC1 3-(4-isopropyl-4H-1,2,4-triazol-3-yl)aniline